NC1=NC=NN2C1=NC=C2C=2C=C(C=CC2C)S(=O)(=O)NCC2CCC(CC2)(F)F 3-(4-aminoimidazo[2,1-f][1,2,4]triazin-7-yl)-N-((4,4-difluorocyclohexyl)methyl)-4-methylbenzenesulfonamide